C1(CC1)C1=CC(=C(C=C1)[C@H]1[C@H](CC2=C(NC(N(C2=O)C2CCOCC2)=O)N1)F)F (6S,7S)-7-(4-cyclopropyl-2-fluorophenyl)-6-fluoro-3-(tetrahydro-2H-pyran-4-yl)-5,6,7,8-tetrahydropyrido[2,3-d]pyrimidine-2,4(1H,3H)-dione